(((tetrahydro-2H-pyran-2-yl)oxy)methyl)chroman-4-one O1C(CCCC1)OCC1OC2=CC=CC=C2C(C1)=O